FC(C1=CC=NC2=CC=CN=C12)(F)F 4-(Trifluoromethyl)-1,5-naphthyridine